N-(4-amino-1H-pyrazolo[4,3-c]pyridin-7-yl)-N'-(o-tolylmethyl)-N'-[[5-(trifluoromethyl)-2-pyridyl]methyl]oxamide NC1=NC=C(C2=C1C=NN2)NC(=O)C(=O)N(CC2=NC=C(C=C2)C(F)(F)F)CC2=C(C=CC=C2)C